[Cl-].[In+3].[Li+].[Cl-].[Cl-].[Cl-] lithium-indium chloride